C(CCCCCCCCCCCCCCC)OP(=O)(OCCCCCCCCCCCCCCCC)[O-].[NH4+].C(C)O.C(C)O.C(C)O triethanol ammonium dihexadecylphosphate